N-(2,4-dichloro-6-meth-ylbenzyl)-7-methylene-6,7-dihydro-5H-cyclopenta[b]pyridine-5-carboxamide ClC1=C(CNC(=O)C2CC(C3=NC=CC=C32)=C)C(=CC(=C1)Cl)C